FC1=C(C(=CC=C1)C)N1CCC(CC1)C=1C(N(C2=CC(=CC=C2N1)C)CC1=NC=CC=C1C(F)(F)F)=O 3-(1-(2-Fluoro-6-methylphenyl)piperidin-4-yl)-7-methyl-1-((3-(trifluoromethyl)pyridin-2-yl)methyl)quinoxalin-2(1H)-one